O=C1N(CC(N1)=O)C/C=C/CCS(=O)(=O)NC1(CC1)C1=CC(=C(C=C1)F)OCC(C)(C)C (E)-5-(2,4-dioxoimidazolidin-1-yl)-N-(1-(4-fluoro-3-(neopentyloxy)phenyl)cyclopropyl)pent-3-ene-1-sulfonamide